6-(3-fluoro-4-((R)-3-methoxypyrrolidin-1-yl)phenyl)-1-(2-((S)-3-morpholinopyrrolidin-1-yl)benzo[d]thiazol-6-yl)-4-oxo-1,4-dihydropyridin-3-carboxylic acid FC=1C=C(C=CC1N1C[C@@H](CC1)OC)C1=CC(C(=CN1C1=CC2=C(N=C(S2)N2C[C@H](CC2)N2CCOCC2)C=C1)C(=O)O)=O